CN(C(CO)=O)C=1C(=C(C(=C(C(=O)NCC(CO)O)C1I)I)C(=O)NCC(CO)O)I 5-(N-methyl-2-hydroxyacetamido)-2,4,6-triiodo-N,N'-bis(2,3-dihydroxypropyl)-isophthalamide